The molecule is a heterocyclyl sulfate. It derives from a Renilla luciferin. It is a conjugate acid of a Renilla luciferyl sulfate(1-). C1=CC=C(C=C1)CC2=C(N3C=C(N=C(C3=N2)CC4=CC=CC=C4)C5=CC=C(C=C5)O)OS(=O)(=O)O